O=C1NC(CCC1N1C(C2=CC=CC(=C2C1=O)NCC=1C=NN(C1)C1CC2CCC(C1)N2C(=O)OC(C)(C)C)=O)=O tert-butyl 3-(4-(((2-(2,6-dioxopiperidin-3-yl)-1,3-dioxoisoindolin-4-yl)amino)methyl)-1H-pyrazol-1-yl)-8-azabicyclo[3.2.1]octane-8-carboxylate